C1(=CC=CC2=CC3=CC=CC(=C3C=C12)N)N anthracene-1,8-diamine